3-(1-acetylpiperidine-4-yl)-5-chloro-1-(4-(5-(difluoromethyl)-1,3,4-oxadiazole-2-yl)benzyl)-1,3-dihydro-2H-benzo[d]imidazole-2-one C(C)(=O)N1CCC(CC1)N1C(N(C2=C1C=C(C=C2)Cl)CC2=CC=C(C=C2)C=2OC(=NN2)C(F)F)=O